(6aR,9R,10aR)-3-(butyldimethylsilyl)-9-hydroxymethyl-6,6-dimethyl-6a,7,8,9,10,10a-hexahydro-6H-dibenzo[b,d]pyran-1-ol C(CCC)[Si](C=1C=C(C2=C(OC([C@H]3[C@H]2C[C@@H](CC3)CO)(C)C)C1)O)(C)C